C(C)OC(CN1CCN(C2CC12)C(=O)OC(C)(C)C)=O tert-butyl 5-(2-ethoxy-2-oxo-ethyl)-2,5-diazabicyclo[4.1.0]heptane-2-carboxylate